ethyl 3-[3-(dibenzylamino)pyrrolidin-1-yl]-2,2-difluoro-3-oxopropanoate C(C1=CC=CC=C1)N(C1CN(CC1)C(C(C(=O)OCC)(F)F)=O)CC1=CC=CC=C1